(R,6S)-6-(methylamino)-N'-((2,4,5,6-tetrahydro-1H-cyclobuta[f]inden-3-yl)carbamoyl)-6,7-dihydro-5H-pyrazolo[5,1-b][1,3]oxazine-3-sulfonimidamide CN[C@H]1CN2C(OC1)=C(C=N2)[S@@](=O)(N)=NC(NC2=C1C(=CC=3CCCC23)CC1)=O